C(C1=CC=CC=C1)OC(=O)N1[C@@H]2[C@H](C[C@H]1CC2)NC(=O)OC(C)(C)C.NCCNCCC[Si](OC)(OC)C |o1:11,12,14| N-(2-aminoethyl)-3-aminopropylmethyldimethoxysilane benzyl-(1S,2S,4R)-rel-2-((tert-butoxycarbonyl)amino)-7-azabicyclo[2.2.1]heptane-7-carboxylate